[Pb].[Zr].[Sb].[Nb].[Pb] lead niobium antimony-zirconium lead